4-bromo-3-chloro-2-fluoro-6-((2-isopropylphenyl)amino)benzamide BrC1=C(C(=C(C(=O)N)C(=C1)NC1=C(C=CC=C1)C(C)C)F)Cl